methyl 5-(1-hydroxyethyl)-3-pyridinecarboxylate OC(C)C=1C=C(C=NC1)C(=O)OC